(5-fluoro-2-methoxypyridin-4-yl)(methyl)carbamic acid tert-butyl ester C(C)(C)(C)OC(N(C)C1=CC(=NC=C1F)OC)=O